(3E,13Z)-3,13-octadecadienyloxymethyl ether C(C\C=C\CCCCCCCC\C=C/CCCC)OCOCOCC\C=C\CCCCCCCC\C=C/CCCC